O=C1NC(CCC1N1C(N(C2=C1C=CC(=C2)C#CCO[C@@H]2C[C@H](N(C2)C(=O)OC(C)(C)C)C(=O)OCC2=CC=CC=C2)C)=O)=O O2-benzyl O1-tert-butyl (2S,4R)-4-[3-[1-(2,6-dioxo-3-piperidyl)-3-methyl-2-oxo-benzimidazol-5-yl]prop-2-ynoxy]pyrrolidine-1,2-dicarboxylate